4-(6-methyl-1H-indole-3-yl)pyrimidine-2-amine CC1=CC=C2C(=CNC2=C1)C1=NC(=NC=C1)N